C(C)(C)(C)OC(NC1CN(CC1)C1=NC(=CC=C1)Br)=O (1-(6-Bromopyridin-2-yl)pyrrolidin-3-yl)carbamic acid tert-butyl ester